(1-oxo-3-phenylpropyl)-L-glutamine O=C(CCC1=CC=CC=C1)N[C@@H](CCC(N)=O)C(=O)O